N-benzyl-N-methylpyridineamide C(C1=CC=CC=C1)N(C(=O)C1=NC=CC=C1)C